octadecene-2,13-dien-1-ylacetate C(C=CC=CCCCCCCCC=CCCCC)CC(=O)[O-]